O1C(COCC1)COC1=CC(=C(C(=N1)C#CC1=CC=C(C=C1)OCC1=CC=C(C=C1)OC)C)OCC1=CC=CC=C1 6-((1,4-Dioxan-2-yl)methoxy)-4-(benzyloxy)-2-((4-((4-methoxybenzyl)oxy)phenyl)ethynyl)-3-methylpyridine